5-amino-1-(1-(tert-butoxycarbonyl)azetidin-3-yl)-1H-pyrazole-4-carboxylic acid ethyl ester C(C)OC(=O)C=1C=NN(C1N)C1CN(C1)C(=O)OC(C)(C)C